BrC=1C=C(C=CC1F)NC(=NO)C1=NON=C1NCCCCS(N)(=O)=O N-(3-bromo-4-fluorophenyl)-N'-hydroxyl-4-((4-sulfamoylbutyl)amino)-1,2,5-oxadiazol-3-formamidine